NC1=C(C=C(C=N1)NC(C(=O)N1C(CN(C(C1)C)C(C(C)(C)C)=O)C1=CC=C(C=C1)F)=O)C N-(6-amino-5-methylpyridin-3-yl)-2-(2-(4-fluorophenyl)-5-methyl-4-pivaloylpiperazin-1-yl)-2-oxoacetamide